1-((1H-indol-4-yl)methyl)-N5-((1R,5S,6s)-3-azabicyclo[3.1.0]hexan-6-yl)-N3-methyl-1H-pyrazole-3,5-dicarboxamide N1C=CC2=C(C=CC=C12)CN1N=C(C=C1C(=O)NC1[C@@H]2CNC[C@H]12)C(=O)NC